tert-butyl (S)-4-(7-bromo-2,8-difluoro-6-iodoquinazolin-4-yl)-3-methylpiperazine-1-carboxylate BrC1=C(C=C2C(=NC(=NC2=C1F)F)N1[C@H](CN(CC1)C(=O)OC(C)(C)C)C)I